C12(CC(C1)C2)NC(=O)C2=C(C=1C(=NC=CN1)N(C2=O)CCN2CCOCC2)O N-(bicyclo[1.1.1]pentan-1-yl)-8-hydroxy-5-(2-morpholinoethyl)-6-oxo-5,6-dihydropyrido[2,3-b]pyrazine-7-carboxamide